monopropyl ether C(CC)OCCC